C(C)[C@@]1(C[C@H](CC1)C1=CC=C(C=C1)C(=O)OC)C(=O)O cis-1-ethyl-3-(4-(methoxycarbonyl)phenyl)cyclopentane-1-carboxylic acid